2,2'-(((((2-oxoimidazolidine-1,3-diyl)bis(ethane-2,1-diyl))bis(azanediyl))bis(ethane-2,1-diyl))bis(azanediyl))diacetonitrile O=C1N(CCN1CCNCCNCC#N)CCNCCNCC#N